NC(CC(=O)O)C(NC(COC(=O)C1C(C1)C)C)=O 3-amino-3-{[1-(2-methylcyclopropanecarbonyloxy)propan-2-yl]carbamoyl}propanoic acid